C[C@@H]1O[C@H](CN(C1)C1=C(C=C(C(=C1)OC)NC1=NC=NC(=C1)N1OCC[C@@H]1C1=CC2=CC=CC=C2C=C1)NC(C=C)=O)C N-(2-((2S,6S)-2,6-dimethylmorpholino)-4-methoxy-5-((6-((R)-3-(naphthalene-2-yl)isoxazolidine-2-yl)pyrimidine-4-yl)amino)phenyl)acrylamide